4-methoxy-4'-methylbiphenyl COC1=CC=C(C=C1)C1=CC=C(C=C1)C